4-(3-methylphenyl)piperidine hydrochloride Cl.CC=1C=C(C=CC1)C1CCNCC1